C(C)(C)(C)OC(=O)N(C(OC(C)(C)C)=O)C=1N=NC(=CC1)P(=O)(C)C tert-butyl N-(tert-butoxycarbonyl)-N-[6-(dimethylphosphoryl)pyridazin-3-yl]carbamate